CNC1(CCCCC1=O)C2=CC=CC=C2Cl (±)-2-(o-Chlorophenyl)-2-(methylamino)cyclohexanone